CC1=[N+](C2=CC=CC=C2C(=C1)[N+](=O)[O-])[O-] 2-Methyl-4-nitroquinoline 1-oxide